2-cyclopentyl-1-oxoisoindolin C1(CCCC1)N1C(C2=CC=CC=C2C1)=O